C(CCCCCCC\C=C/C\C=C/CCCCC)C(C(C(=O)[O-])(C)CCCCCCCC\C=C/C\C=C/CCCCC)CN(C)C dilinoleyl-methyl-4-dimethylaminobutyrate